CC(CC)(C)C 1,1,1-Trimethylpropan